1,1,1,2,3,4,5,5,5-nonafluoro-4-trifluoromethyl-pentene FC(C(=C(C(C(F)(F)F)(C(F)(F)F)F)F)F)(F)F